NC1=NNC(C2=C1N(N=C2[C@H]2CN(CC2)C(C#CC)=O)C2=CC=C(C=C2)OC2=C(C=CC=C2F)F)=O (R)-7-Amino-3-(1-(but-2-ynoyl)pyrrolidin-3-yl)-1-(4-(2,6-difluorophenoxy)phenyl)-1,5-dihydro-4H-pyrazolo[3,4-d]pyridazin-4-on